ClC1=C(NC=2C(=NC(=C(N2)NC)C=2C3=C(C=NC2)N(C=N3)C)C(=O)OC)C=CC(=C1)N1CCOCC1 Methyl 3-(2-chloro-4-morpholino-anilino)-5-(methylamino)-6-(3-methylimidazo[4,5-c]pyridin-7-yl)pyrazine-2-carboxylate